CC(C(=O)O)(C)C1=CC(=CC=C1)NC1=NC=CC(=C1)OC1=C(N=C(S1)C)C1=CC=CC=C1 2-Methyl-2-(3-((4-((2-methyl-4-phenylthiazol-5-yl)oxy)pyridin-2-yl)amino)phenyl)propanoic acid